ClC1=CC=C(C=C1)C1=NC(=NC(=C1)N1CCN(CC1)C1=CC(=CC=C1)C(F)(F)F)C=1C=NC=CC1 (4-chlorophenyl)-2-(pyridin-3-yl)-6-(4-(3-(trifluoromethyl)phenyl)piperazin-1-yl)pyrimidine